C1=CC=C2C(=C1)C=CC3=C2C4=C(C=CC=C4O)C=C3 The molecule is a hydroxybenzo[c]phenanthrene that is benzo[c]phenanthrene in which the hydrogen at position 1 has been replaced by a hydroxy group. A metabolite of benzo[c]phenanthrene. It has a role as a xenobiotic metabolite.